3,5-dialloxybenzyl bromide C(C=C)OC=1C=C(CBr)C=C(C1)OCC=C